3-(2'-hydroxybenzylidene)camphor OC1=C(C=C2C(C3(CCC2C3(C)C)C)=O)C=CC=C1